benzyl (S)-2-((tert-butoxycarbonyl)amino)-3-(3-(4-((5-(difluoromethoxy)pyridin-2-yl)oxy)phenyl)-1,2,4-oxadiazol-5-yl)propanoate C(C)(C)(C)OC(=O)N[C@H](C(=O)OCC1=CC=CC=C1)CC1=NC(=NO1)C1=CC=C(C=C1)OC1=NC=C(C=C1)OC(F)F